OC=1C=C(C=CC1C=1C=NC=CC1)C(C)(C)NC(OC(C)(C)C)=O tert-butyl (2-(3-hydroxy-4-(pyridin-3-yl)phenyl)propan-2-yl)carbamate